1,3-benzenediamine C1(=CC(=CC=C1)N)N